C1(CCCCC1)[Si](O[Si](O[SiH](C)C)(O[SiH](C)C)C1CCCCC1)(O[SiH](C)C)O[SiH](C)C 1,3-dicyclohexyl-1,1,3,3-tetrakis(dimethylsiloxy)disiloxane